2-(hydroxy(4-nitrophenyl)methyl)cyclohexane-1-one OC(C1C(CCCC1)=O)C1=CC=C(C=C1)[N+](=O)[O-]